ClC1=C(C=CC(=C1)C(F)(F)F)NC(=O)C1(CCC1)N1N=CC2=C1CN(C2)C(=O)OC(C)(C)C tert-butyl 1-(1-((2-chloro-4-(trifluoromethyl)phenyl) carbamoyl)cyclobutyl)-4,6-dihydropyrrolo[3,4-c]pyrazole-5(1H)-carboxylate